BrC1=C(C(=O)OC)C=C(C(=C1)OCCC1=CSC(=C1)C)I methyl 2-bromo-5-iodo-4-(2-(5-methylthiophen-3-yl)ethoxy)benzoate